methyl (1S,3S)-3-(((5-(3-bromo-2-chlorophenyl)-3-methoxypyrazin-2-yl)methyl)amino)cyclopentane-1-carboxylate BrC=1C(=C(C=CC1)C=1N=C(C(=NC1)CN[C@@H]1C[C@H](CC1)C(=O)OC)OC)Cl